3-(1,3-dithian-2-yl)-1-(4-chlorophenyl)-4-phenyl-1H-pyrazole S1C(SCCC1)C1=NN(C=C1C1=CC=CC=C1)C1=CC=C(C=C1)Cl